(1R,2R)-1-((tert-butoxycarbonyl)amino)-2-(hydroxyethyl)cyclopropanecarboxylic acid methyl ester COC(=O)[C@@]1([C@H](C1)CCO)NC(=O)OC(C)(C)C